ClC=1C=CC(=C(C(=O)N2C3CC([C@@H]([C@@H]2CNC=2SC4=C(N2)C=CC(=C4)F)C)C3)C1)N1N=CC=N1 N-({(3R,4S)-2-[5-chloro-2-(2H-1,2,3-triazol-2-yl)benzoyl]-4-methyl-2-azabicyclo[3.1.1]heptan-3-yl}methyl)-6-fluoro-1,3-benzothiazol-2-amine